1-(4-(3-(6-methoxypyridin-3-yl)-1-tosyl-1H-pyrrolo[2,3-b]pyridin-5-yl)benzyl)piperidin-4-one COC1=CC=C(C=N1)C1=CN(C2=NC=C(C=C21)C2=CC=C(CN1CCC(CC1)=O)C=C2)S(=O)(=O)C2=CC=C(C)C=C2